N-(5-{[(2S,5R)-2,5-dimethyl-4-(tetrahydro-2H-pyran-4-yl)piperazin-1-yl]carbonyl}-6,6-dimethyl-1,4,5,6-tetrahydropyrrolo[3,4-c]pyrazol-3-yl)-5-methoxypyridine-2-carboxamide C[C@@H]1N(C[C@H](N(C1)C1CCOCC1)C)C(=O)N1C(C=2NN=C(C2C1)NC(=O)C1=NC=C(C=C1)OC)(C)C